4-[2-(1-ethylsulfonyl-3-piperidyl)-1-(4-fluorophenyl)-4-hydroxy-indol-3-yl]benzoic acid C(C)S(=O)(=O)N1CC(CCC1)C=1N(C2=CC=CC(=C2C1C1=CC=C(C(=O)O)C=C1)O)C1=CC=C(C=C1)F